C(C)OC(=O)C1CC(C1)OCCOC1=CC=C(C=C1)C=1OC2=C(C=CC=C2C(C1Br)=O)Cl 3-(2-(4-(3-bromo-8-chloro-4-oxo-4H-chromen-2-yl)phenoxy)ethoxy)cyclobutanecarboxylic acid ethyl ester